4-(2-oxo-2-(4-(2-oxo-2,3-dihydro-1H-benzo[d]imidazol-1-yl)piperidin-1-yl)ethyl)benzoic acid O=C(CC1=CC=C(C(=O)O)C=C1)N1CCC(CC1)N1C(NC2=C1C=CC=C2)=O